FC1(CCN(CC1)C=1C=C(C=C(C1)C)O)F 3-(4,4-Difluoropiperidin-1-yl)-5-methylphenol